2-fluoro-6-formyl-4-(3-(4-(pyrrolidin-1-yl)phenyl)-1,2,4-thiadiazol-5-yl)phenyl ethylcarbamate C(C)NC(OC1=C(C=C(C=C1C=O)C1=NC(=NS1)C1=CC=C(C=C1)N1CCCC1)F)=O